2,4-diamino-3,5-di(methylthio)toluene NC1=C(C)C=C(C(=C1SC)N)SC